(R)-3-(7-isonicotinyl-8-methyl-3-(3-methyl-1,2,4-thiadiazol-5-yl)-5,6,7,8-Tetrahydroimidazo[1,5-a]pyrazin-1-yl)oxazolidin-2-one C(C1=CC=NC=C1)N1[C@@H](C=2N(CC1)C(=NC2N2C(OCC2)=O)C2=NC(=NS2)C)C